3-((5-chloro-1H-indol-2-yl)methyl)-1-((3R)-1-(2,3-dihydroxypropanoyl)piperidin-3-yl)-1-methylurea ClC=1C=C2C=C(NC2=CC1)CNC(N(C)[C@H]1CN(CCC1)C(C(CO)O)=O)=O